C1(=CC=C(C=C1)COC1=CC=C(CC=2C=C(C=CC2Cl)C([C@@H](CO)O)=O)C=C1)C1=CC=CC=C1 (R)-1-(3-(4-([1,1'-biphenyl]-4-ylmethoxy)benzyl)-4-chlorophenyl)-2,3-dihydroxypropan-1-one